BrC1=C2CCN(C2=CC(=C1)F)C(=O)OC(C)(C)C Tert-butyl 4-bromo-6-fluoroindoline-1-carboxylate